N1C(=CC2=CC=CC=C12)C1=NC2=C(C=C(C=C2C(N1C)=O)C)[C@@H](C)NC=1C(=NC(=CC1)Cl)C(=O)OC methyl (R)-3-((1-(2-(1H-indol-2-yl)-3,6-dimethyl-4-oxo-3,4-dihydroquinazolin-8-yl)ethyl)amino)-6-chloropicolinate